1-azido-2-(2-fluoroethoxy)ethane N(=[N+]=[N-])CCOCCF